CNCCC1C=CC=C1 N-methyl-2,4-cyclopentadiene-1-ethanamine